(R)-N'-((5-fluoro-2,4-diisopropylpyridin-3-yl)carbamoyl)-2-(2-hydroxypropan-2-yl)thiazole-5-sulfonimidamide FC=1C(=C(C(=NC1)C(C)C)NC(=O)N=[S@](=O)(N)C1=CN=C(S1)C(C)(C)O)C(C)C